O=C1NC(CCC1C1=C(C(=C(C=C1)N1CC(C1)(C)NC(OCC1CC2(C1)CCC2)=O)OC)F)=O spiro[3.3]heptan-2-ylmethyl (1-(4-(2,6-dioxopiperidin-3-yl)-3-fluoro-2-methoxyphenyl)-3-methylazetidin-3-yl)carbamate